CC1=C(CN2C=CC3=CC(=CC=C23)OC)C=CC=C1 1-(2-methylbenzyl)-5-methoxy-1H-indole